2,3-dimethyl-5-n-propylpyrazine CC1=NC=C(N=C1C)CCC